tert-butyl (E)-3-(3-(2-((phenylmethyl)sulfonamido)-4-(4-(4-((6-(trifluoromethyl)pyridazin-3-yl)oxy)-phenyl)piperidine-1-carbonyl)phenoxy)prop-1-en-1-yl)azetidine-1-carboxylate C1(=CC=CC=C1)CS(=O)(=O)NC1=C(OC/C=C/C2CN(C2)C(=O)OC(C)(C)C)C=CC(=C1)C(=O)N1CCC(CC1)C1=CC=C(C=C1)OC=1N=NC(=CC1)C(F)(F)F